N1CCCC2=C1C=NNC2=O 1,2,3,4-tetrahydropyrido[2,3-d]pyridazin-5(6H)-one